N-((4-iodo-6-((4-methoxybenzyl)thio)pyridin-3-yl)methyl)-2-methoxy-N-methylethan-1-amine IC1=C(C=NC(=C1)SCC1=CC=C(C=C1)OC)CN(CCOC)C